C(C1=CC=CC=C1)OC1=CC=C(C=C1)C[C@@H](C(=O)OC)NC(CC1CCN(CC1)C(CCC1=C(C=CC=C1)OC)=O)=O Methyl (S)-3-(4-(benzyloxy)phenyl)-2-(2-(1-(3-(2-methoxyphenyl)propanoyl)piperidin-4-yl)acetamido)propanoate